C(#N)C=1C2=C(SC1NC(C1=CC(=C(C=C1)OC)OC)=O)C=CC=C2 N-(3-cyanobenzo[b]thiophen-2-yl)-3,4-dimethoxybenzamide